benzyl 4-oxo-2-phenylpiperidine-1-carboxylate O=C1CC(N(CC1)C(=O)OCC1=CC=CC=C1)C1=CC=CC=C1